ditridecyl-dipentaerythritol C(CCCCCCCCCCCC)C(OC(C(CO)(CO)CO)CCCCCCCCCCCCC)C(CO)(CO)CO